C1(=CC=CC=C1)N(S(=O)(=O)C(F)(F)F)S(=O)(=O)C(F)(F)F N-phenylbis(trifluoromethanesulfonyl)amine